COC=1C=C(C=CC1C1=NOC(=N1)C(F)(F)F)N=S(=O)(C)C1=CC=C(C=C1)OC ((3-methoxy-4-(5-(trifluoromethyl)-1,2,4-oxadiazol-3-yl)phenyl)imino)(4-methoxyphenyl)(methyl)-λ6-sulfanone